COC=1C=C(C=CC1OC)C(=O)C=O 3,4-dimethoxy-phenyl-glyoxal